N-(4-bromophenyl-ethyl)-5-oxopyrrolidine-3-carboxamide BrC1=CC=C(C=C1)CCNC(=O)C1CNC(C1)=O